(2S,4r)-1-[(2S)-3,3-dimethyl-2-[4-[(2-phenylindol-1-yl)methyl]triazol-1-yl]butyryl]-4-hydroxy-N-methyl-pyrrolidine-2-carboxamide CC([C@@H](C(=O)N1[C@@H](C[C@H](C1)O)C(=O)NC)N1N=NC(=C1)CN1C(=CC2=CC=CC=C12)C1=CC=CC=C1)(C)C